NC1=NC(=NC(=C1)C)C=1C(N(N(C1)COCC[Si](C)(C)C)C)=O 4-(4-amino-6-methylpyrimidin-2-yl)-2-methyl-1-((2-(trimethylsilyl)ethoxy)methyl)-1,2-dihydro-3H-pyrazol-3-one